8-bromo-2-(morpholin-4-yl)-N-{[5-(pyridin-2-yl)-1H-imidazol-2-yl]methyl}pyrazolo[1,5-a][1,3,5]triazin-4-amine BrC=1C=NN2C1N=C(N=C2NCC=2NC(=CN2)C2=NC=CC=C2)N2CCOCC2